5-bromo-2,3-dihydro-1-oxo-1H-indene-2-carboxylic acid methyl ester COC(=O)C1C(C2=CC=C(C=C2C1)Br)=O